FC1=CC=C(C[C@@H](N)CC(=O)O)C=C1 (R)-4-fluoro-β-homophenylalanine